Cl.Cl.Cl.N1C(CCC1)C(=O)N pyrrolidine-2-carboxamide tri-hydrochloride